C12(COCC(C1)C2)COC=2C(=CC(=NC2)NC(C)=O)NC2=NC(=NC(=C2)C)C(C)(F)F N-(5-((3-oxabicyclo[3.1.1]heptan-1-yl)methoxy)-4-((2-(1,1-difluoroethyl)-6-methylpyrimidin-4-yl)amino)pyridin-2-yl)acetamide